4-(4-cyano-phenoxy)-2-vinylphenylboronic acid C(#N)C1=CC=C(OC2=CC(=C(C=C2)B(O)O)C=C)C=C1